1,2,3,3,3-pentafluoropropylethyl ether FC(C(C(F)(F)F)F)OCC